Cl.C[C@H]1NCC[C@@H](C1)OC=1SC2=C(N1)SC(=N2)C2=NC=C(C1=C2NC=N1)C=1C=NNC1 4-(5-{[(2R,4S)-2-Methylpiperidin-4-yl]oxy}[1,3]thiazolo[5,4-d][1,3]thiazol-2-yl)-7-(1H-pyrazol-4-yl)-3H-imidazo[4,5-c]pyridin Hydrochlorid